FC1=CC2=C(N=C(S2)C)C=C1CN1C[C@@H](C[C@@H]1C)OC1=CC=C2C(=N1)CN(C2)C(C)=O 1-(2-(((3R,5S)-1-((6-fluoro-2-methylbenzo[d]thiazol-5-yl)methyl)-5-methylpyrrolidin-3-yl)oxy)-5,7-dihydro-6H-pyrrolo[3,4-b]pyridin-6-yl)ethan-1-one